F[C@@H]1[C@H](CNC1)NC1=NC(=CC=C1)C1=CN=C2N1C=C(N=C2)OC(C)C N-((3S,4S)-4-fluoropyrrolidin-3-yl)-6-(6-isopropoxyimidazo[1,2-a]pyrazin-3-yl)pyridin-2-amine